FC([C@@H](C1=CC=C(C=C1)F)N1N=CC(=C1)C=1C=C(C=C(C1F)F)C1=CC=2N(C=C1)N=C(N2)N)(C)F (R)-7-(3-(1-(2,2-difluoro-1-(4-fluorophenyl)propyl)-1H-pyrazol-4-yl)-4,5-difluorophenyl)-[1,2,4]triazolo[1,5-a]pyridin-2-amine